BrC=1C=C(C=CC1)C1(CC(C1)(C)F)C1=NN=CN1C 3-[1-(3-bromophenyl)-3-fluoro-3-methyl-cyclobutyl]-4-methyl-4H-1,2,4-triazole